CC1=CC(=CC=C1)N(C2=CC=CC=C2)C3=CC=C(C=C3)C4=CC=C(C=C4)N(C5=CC=CC=C5)C6=CC=CC(=C6)C N,N'-bis(3-methylphenyl)-N,N'-bis(phenyl)benzidine